2-(6-bromo-7-fluoro-1H-benzo[d]imidazol-1-yl)isonicotinonitrile BrC=1C=CC2=C(N(C=N2)C=2C=C(C#N)C=CN2)C1F